Linoleat C(CCCCCCC\C=C/C\C=C/CCCCC)(=O)[O-]